FC(C1=NN=C(O1)C=1C=NC(=NC1)NC1(CC1)C=1C=CC(=NC1)C#N)F 5-(1-((5-(5-(difluoromethyl)-1,3,4-oxadiazol-2-yl)pyrimidin-2-yl)amino)cyclopropyl)picolinonitrile